P1(OC=CCO1)(O)=O propenophosphoric acid